((1r,2r)-1-methyl-2-((E)-styryl)cyclopropyl)benzene C[C@@]1([C@H](C1)\C=C\C1=CC=CC=C1)C1=CC=CC=C1